7-Amino-8a-ethyl-2-(2-(((3R,4S)-3-methyl-1-(methylsulfonyl)piperidin-4-yl)amino)-5-(trifluoromethyl)pyrimidin-4-yl)-6,7,8,8a-tetrahydro-4H-thieno[2,3-a]pyrrolizin-4-one NC1CN2C(C3=C(C2(C1)CC)SC(=C3)C3=NC(=NC=C3C(F)(F)F)N[C@@H]3[C@@H](CN(CC3)S(=O)(=O)C)C)=O